C(N)(=O)C1=CC2=C(N(C(=N2)NC(=O)C2=C(N=C(O2)C)CC)C\C=C/CNC(OC(C)(C)C)=O)C(=C1)OCCCO[Si](C(C)C)(C(C)C)C(C)C tert-butyl N-[(2Z)-4-[5-carbamoyl-2-(4-ethyl-2-methyl-1,3-oxazole-5-amido)-7-(3-{[tris(propan-2-yl)silyl]oxy}propoxy)-1H-1,3-benzodiazol-1-yl]but-2-en-1-yl]carbamate